rac-N-{(7S,8R)-8-[(2,3'-difluoro[1,1'-biphenyl]-3-yl)methyl]-2-ethyl-1-oxo-1,2,5,6,7,8-hexahydroisoquinolin-7-yl}methanesulfonamide FC1=C(C=CC=C1C[C@H]1[C@H](CCC=2C=CN(C(C12)=O)CC)NS(=O)(=O)C)C1=CC(=CC=C1)F |r|